COC=1C=C(C=CC1OC)C=1NC2=CC=C(C=C2C1C(C)C)C=1C=C(C(=O)NC2CCN(CC2)C(C)C)C=CC1 3-(2-(3,4-dimethoxyphenyl)-3-isopropyl-1H-indol-5-yl)-N-(1-isopropylpiperidin-4-yl)benzamide